NCC1=CC=C(C=C1)N1C(=NC=2C1=NC(=CC2)C2=CC=CC=C2)C=2C(=NC=CC2)N 3-{3-[4-(aminomethyl)phenyl]-5-phenylimidazo[4,5-b]pyridin-2-yl}pyridin-2-amine